3-(aminomethyl)piperidine NCC1CNCCC1